1-(3-(benzylamino)-2-(p-tolyl)imidazo[1,2-a]pyridin-5-yl)naphthalen-2-ol C(C1=CC=CC=C1)NC1=C(N=C2N1C(=CC=C2)C2=C(C=CC1=CC=CC=C21)O)C2=CC=C(C=C2)C